COC1=C(C=O)C(=CC(=C1)C)OCC1=CC=C(C=C1)OC 2-methoxy-6-[(4-methoxyphenyl)methoxy]-4-methyl-benzaldehyde